1-(5-(1-isopropyl-1H-pyrrolo[2,3-b]pyridin-3-yl)-7-(methylamino)pyrazolo[1,5-a]pyrimidin-3-yl)-3-methylurea C(C)(C)N1C=C(C=2C1=NC=CC2)C2=NC=1N(C(=C2)NC)N=CC1NC(=O)NC